ethyl 2-amino-3-cyano-4-[5-(hydroxymethyl)furan-2-yl]-5,6,7,8-tetrahydroquinoline-6-carboxylate NC1=NC=2CCC(CC2C(=C1C#N)C=1OC(=CC1)CO)C(=O)OCC